(4,6-dimethylpyrimidin-2-yl)-4-nitrobenzamide CC1=NC(=NC(=C1)C)C1=C(C(=O)N)C=CC(=C1)[N+](=O)[O-]